C(#N)C1=CC=C(C=C1)C(C(C)C)(CCCC)C1=CC=C(C=C1)C#N 3,3-bis(4-cyanophenyl)-2-methylheptane